ClC=1C=C(C=C(C1OC1=CC(=C(C=C1)OCC1=CC=C(C=C1)OC)S(=O)(=O)N1CC(C1)O)Cl)N1N=C(C(NC1=O)=O)C(F)F 2-[3,5-dichloro-4-[3-(3-hydroxyazetidin-1-yl)sulfonyl-4-[(4-methoxyphenyl)methoxy]phenoxy]phenyl]-6-(difluoromethyl)-1,2,4-triazine-3,5-dione